1-Methyl-piperidine-4-carboxylic acid [2-(2,3-dihydro-benzo[1,4]dioxin-5-yl)-6-methoxy-pyridin-4-yl]-amide O1CCOC2=C1C=CC=C2C2=NC(=CC(=C2)NC(=O)C2CCN(CC2)C)OC